N-(2-bromo-5-methoxyphenyl)pivalamide methylethyl-3-(1-{[6-chloro-5-(trifluoromethyl)(2-pyridyl)]amino}-4-methyl-2,5-dioxoazolin-3-yl)propanoate CC(C(=O)O)(CC=1C(N(C(C1C)=O)NC1=NC(=C(C=C1)C(F)(F)F)Cl)=O)CC.BrC1=C(C=C(C=C1)OC)NC(C(C)(C)C)=O